6-chloro-2-(ethylsulfanyl)-9-methyl-9H-purine ClC1=C2N=CN(C2=NC(=N1)SCC)C